4-(3-((R)-3-aminopiperidine-1-carbonyl)-1-(2-fluoro-4-((S)-3-fluoropyrrolidin-1-yl)phenyl)-1H-pyrazol-5-yl)-2-fluorobenzonitrile N[C@H]1CN(CCC1)C(=O)C1=NN(C(=C1)C1=CC(=C(C#N)C=C1)F)C1=C(C=C(C=C1)N1C[C@H](CC1)F)F